[Si](C)(C)(C(C)(C)C)OCCN[C@@H](C)C(=O)OC(C)(C)C tert-butyl (2-((tert-butyldimethylsilyl)oxy)ethyl)-L-alaninate